CC=1C=CC=2N(C3=CC=C(C=C3C2C1)C)C1=CC=C(C=C1)C1=C(C(=C(C(=C1N1C2=CC=C(C=C2C=2C=C(C=CC12)C)C)C1=NC(=NC(=N1)C1=CC=CC=C1)C1=CC=CC=C1)C1=CC=C(C=C1)N1C2=CC=C(C=C2C=2C=C(C=CC12)C)C)C#N)C1=CC=C(C=C1)N1C2=CC=C(C=C2C=2C=C(C=CC12)C)C 4,4'',6'-tris(3,6-dimethyl-9H-carbazol-9-yl)-4'-(4-(3,6-dimethyl-9H-carbazol-9-yl)phenyl)-5'-(4,6-diphenyl-1,3,5-triazin-2-yl)-[1,1':2',1''-terphenyl]-3'-carbonitrile